3,5-difluoro-N-[4-[(3-methoxy-7-morpholino-1,6-naphthyridin-5-yl)oxy]cyclohexyl]pyridin-2-amine FC=1C(=NC=C(C1)F)NC1CCC(CC1)OC1=C2C=C(C=NC2=CC(=N1)N1CCOCC1)OC